tert-butyl 3-[8-[2-[[tert-butyl(dimethyl)silyl]oxymethyl]thieno[3,2-b]pyridin-7-yl]-6-cyano-3,4-dihydro-2H-quinolin-1-yl]azetidine-1-carboxylate [Si](C)(C)(C(C)(C)C)OCC1=CC2=NC=CC(=C2S1)C=1C=C(C=C2CCCN(C12)C1CN(C1)C(=O)OC(C)(C)C)C#N